(2r,3r)-3-methoxy-2-methylazetidine hydrochloride Cl.CO[C@H]1[C@H](NC1)C